ClC1=CC(=C(C=N1)NC(=O)C1(CN(C1)CCC(C(=O)O)(C)C)C1=C(C=CC=C1)C(C)C)OC 4-(3-((6-chloro-4-methoxypyridin-3-yl)carbamoyl)-3-(2-isopropylphenyl)azetidin-1-yl)-2,2-dimethylbutyric acid